BrC=1C(=C2C=3C(=NC(=NC3C1F)OC[C@]13CCCN3C[C@@H](C1)F)N(CCO2)C(C)C=2C(=NC=CC2)N)Cl 3-(1-(9-bromo-8-chloro-10-fluoro-2-(((2R,7aS)-2-fluorotetrahydro-1H-pyrrolizin-7a(5H)-yl)methoxy)-5,6-dihydro-4H-[1,4]oxazepino[5,6,7-de]quinazolin-4-yl)ethyl)pyridin-2-amine